2-[(E)-3-chloroallyloxyimino]propyl-[2-(2-butylthio)propyl]-3-hydroxycyclohex-2-enone ClC=CCO\N=C(\CC1C(=C(C(CC1)=O)CC(C)SC(C)CC)O)/C